(((tert-butyldimethylsilyl)oxy)methyl)picolinic acid [Si](C)(C)(C(C)(C)C)OCC=1C(=NC=CC1)C(=O)O